(S)-1-(1-((1,3-Dihydroxypropan-2-yl)oxy)-8-((1,1,1-trifluoropropan-2-yl)oxy)isoquinolin-6-yl)-4-ethyl-3-(hydroxymethyl)-1H-1,2,4-triazol-5(4H)-one OCC(CO)OC1=NC=CC2=CC(=CC(=C12)O[C@H](C(F)(F)F)C)N1N=C(N(C1=O)CC)CO